S-(4-methylphenyl) thiophosphite P(SC1=CC=C(C=C1)C)([O-])[O-]